C(CCCCCC(=O)O)(=O)[O-].[Na+] mono-sodium pimelate